bis-(perfluoroheptyl)phosphinic acid FC(C(C(C(C(C(C(F)(F)F)(F)F)(F)F)(F)F)(F)F)(F)F)(F)P(O)(=O)C(C(C(C(C(C(C(F)(F)F)(F)F)(F)F)(F)F)(F)F)(F)F)(F)F